(R)-3-(4-amino-6-(cyclopropylamino)pyrido[3,2-d]pyrimidin-8-yl)-2,4-dimethylphenol NC=1C2=C(N=CN1)C(=CC(=N2)NC2CC2)C=2C(=C(C=CC2C)O)C